5-Chloro-N-(((2S,3R)-6,6-difluoro-2-methylmorpholin-3-yl)methyl)pyridin-2-amine hydrochloride Cl.ClC=1C=CC(=NC1)NC[C@H]1NCC(O[C@H]1C)(F)F